O=C1[C@H]2N(C=3C=CC=CC3N1)CC[C@H](C2)C(=O)OC (trans)-methyl 6-oxo-6,6a,7,8,9,10-hexahydro-5H-pyrido[1,2-a]quinoxaline-8-carboxylate